C(CCCCCCCCCCC)C(CC(=O)O)(CC(=O)O)CCCCCCCCCCCC.C(CCCC(=O)OCCCCCCCCCCCC)(=O)OCCCCCCCCCCCC dilauryl glutarate (dilauryl glutarate)